2-[2-(1H-indol-3-yl)ethyl]amino-ethanol N1C=C(C2=CC=CC=C12)CCNCCO